nonadecyl tritriacontanoate C(CCCCCCCCCCCCCCCCCCCCCCCCCCCCCCCC)(=O)OCCCCCCCCCCCCCCCCCCC